4-amino-3-(propylcarbamoyl)-8-(5-(trifluoromethyl)pyrimidin-4-yl)isoquinolin-2-oxide NC1=C([N+](=CC2=C(C=CC=C12)C1=NC=NC=C1C(F)(F)F)[O-])C(NCCC)=O